CC=1C=CC=2N(C3=CC=C(C=C3C2C1)C)C1=C(C(=C(C(=C1N1C2=CC=C(C=C2C=2C=C(C=CC12)C)C)C1=NC(=CC=C1)C)N1C2=CC=C(C=C2C=2C=C(C=CC12)C)C)N1C2=CC=C(C=C2C=2C=C(C=CC12)C)C)C=1OC2=C(N1)C=CC=C2 2-(2,3,5,6-tetrakis(3,6-dimethyl-9H-carbazol-9-yl)-4-(6-methylpyridin-2-yl)phenyl)benzo[d]oxazole